C(=O)O.N12CC(CC2C1)C(=O)N azabicyclo[3.1.0]hexane-3-carboxamide, formate salt